C(C)(C)(C)[Si](C)(C)OCCOC=1C=NC(=NC1)Cl tert-butyl-[2-(2-chloropyrimidin-5-yl)oxyethoxy]-dimethyl-silane